4-chloro-2-(6-(trifluoromethyl)pyridin-3-yl)thiazole-5-carboxylic acid ClC=1N=C(SC1C(=O)O)C=1C=NC(=CC1)C(F)(F)F